S1C(=NC2=C1C=CC=C2)S(=O)(=O)CC=C(C=C[Sn](CCCC)(CCCC)CCCC)C 1-(benzothiazol-2-yl)sulfonyl-5-(tri-n-butylstannyl)-3-methylpenta-2,4-diene